C1(=CC=CC=2C3=CC=CC=C3C12)C1=C(C=CC=C1)C1=CC=CC=C1 biphenylenyl-(biphenyl)